(S)-3-((6-(4-chlorophenyl)-8-(1-methyl-1H-pyrazol-4-yl)-[1,2,4]triazolo[1,5-a]pyrazin-2-yl)amino)butyronitrile ClC1=CC=C(C=C1)C=1N=C(C=2N(C1)N=C(N2)N[C@H](CC#N)C)C=2C=NN(C2)C